CN1C=C(N=C(C1=O)NC1=CC(=C(C=C1)N1CCN(CC1)C)[N+](=O)[O-])C1=CC=NC=C1C=O 4-(4-methyl-6-((4-(4-methylpiperazin-1-yl)-3-nitrophenyl)amino)-5-oxo-4,5-dihydropyrazin-2-yl)nicotinaldehyde